N-((1S,3R)-3-((2'-(benzyloxy)-3',6-difluoro-[1,1'-biphenyl]-3-yl)methyl)-3-(4-(chloromethyl)oxazol-2-yl)cyclopentyl)cyclopropanesulfonamide C(C1=CC=CC=C1)OC1=C(C=CC=C1F)C1=CC(=CC=C1F)C[C@]1(C[C@H](CC1)NS(=O)(=O)C1CC1)C=1OC=C(N1)CCl